Tantalum(III) aluminide [Al].[Al].[Al].[Ta]